4-(trifluoromethoxy)benzenesulfonamide hydrochloride Cl.FC(OC1=CC=C(C=C1)S(=O)(=O)N)(F)F